N-(trans-3-hydroxycyclobutyl)-7-methyl-13-oxa-18-thia-2,3,5,8-tetrazatetracyclo[8.8.0.02,6.011,17]octadeca-1(10),3,5,8,11(17)-pentaene-4-carboxamide O[C@@H]1C[C@H](C1)NC(=O)C1=NN2C=3SC=4CCCOCC4C3C=NC(C2=N1)C